C=1N=CN2C1C=CC(=C2)C#CC2=C(C=CC=1C(=NOC12)NC1=CC(=CC(=C1)C(F)(F)F)CN1CCOCC1)C 7-(imidazo[1,5-a]pyridin-6-ylethynyl)-6-methyl-N-(3-(morpholinomethyl)-5-(trifluoromethyl)phenyl)benzo[d]isoxazol-3-amine